NC1=NC=NN2C1=CC=C2[C@H]2[C@@H]([C@@H]([C@@](O2)(CF)COP(=O)(OC2=CC=CC=C2)N[C@@H](C)C(=O)OC[C@H](C)OC)O)O (S)-2-methoxypropyl ((((2R,3S,4R,5S)-5-(4-aminopyrrolo[2,1-f][1,2,4]triazin-7-yl)-2-(fluoromethyl)-3,4-dihydroxytetrahydrofuran-2-yl)methoxy)(phenoxy)phosphoryl)-L-alaninate